pentaerythritol monocaprylate C(CCCCCCC)(=O)OCC(CO)(CO)CO